C(C)(C)OC=1C(=NC=CC1)N1[C@H](COCC1)C (S)-4-(3-isopropoxypyridin-2-yl)-3-methylmorpholine